C(CCCCCCCCCCCCCCCCC)(=O)OCC(O)CO 1-glyceryl stearate